C1(=CC=CC=C1)N(C1=CC=2C3(C4=CC=CC=C4C2C=C1)C1=CC=CC=C1C=1C=CC=CC13)C1=CC=C(C=C1)C=1C=CC=3N(C2=CC=CC=C2C3C1)C1=CC=CC=C1 N-phenyl-N-[4-(9-phenyl-9H-carbazol-3-yl)phenyl]-9,9'-spirobi[9H-fluoren]-2-amine